NC1=NC=NN2C1=C(C=C2C2C[C@@H](N(C2)C(C=C)=O)COC)I 1-[(2R)-4-[4-amino-5-iodopyrrolo[2,1-f][1,2,4]triazin-7-yl](methoxymethyl)pyrrolidin-1-yl]prop-2-en-1-one